FC1=C(C(=CC(=C1)C(C)C)F)C1=CC(=C2C=NC(=NN21)N[C@H]2[C@@H](COCC2)O)F (3S,4R)-4-((7-(2,6-difluoro-4-isopropylphenyl)-5-fluoropyrrolo[2,1-f][1,2,4]triazin-2-yl)amino)tetrahydro-2H-pyran-3-ol